FC1=C(C(=CC(=C1)OCCN1CC(C1)CF)F)[C@H]1N([C@@H](CC2=C1NC1=CC=CC=C21)C)CC2(CCC2)F (1R,3R)-1-[2,6-difluoro-4-[2-[3-(fluoromethyl)azetidin-1-yl]ethoxy]phenyl]-2-[(1-fluorocyclobutyl)methyl]-3-methyl-1,3,4,9-tetrahydropyrido[3,4-b]indole